7-chloro-3-(2,6-difluoro-3,5-dimethoxyphenyl)-1-(3-methoxypyrrolidin-1-yl)-2,6-naphthyridine ClC1=NC=C2C=C(N=C(C2=C1)N1CC(CC1)OC)C1=C(C(=CC(=C1F)OC)OC)F